ClC=1C=CC(=NC1)[C@@]1(OC2=C(O1)C=CC=C2C2CCN(CC2)CC2=NC1=C(N2C[C@H]2OCC2)C(=CC(=C1)C(=O)NO)F)C 2-((4-((S)-2-(5-chloropyridin-2-yl)-2-methylbenzo[d][1,3]dioxol-4-yl)piperidin-1-yl)methyl)-7-fluoro-N-hydroxy-1-(((S)-oxetan-2-yl)methyl)-1H-benzo[d]imidazole-5-carboxamide